4-[(E)-3-hydroxyprop-1-enyl]Phenol OC/C=C/C1=CC=C(C=C1)O